2-((R)- or (S)-2,2-Difluoro-cyclopropylmethyl)-5-[1-(2-fluoro-6-methyl-phenyl)-piperidin-4-yl]-7-(2-trifluoromethyl-benzyl)-2,4,5,7-tetrahydro-pyrazolo[3,4-d]pyrimidin-6-one FC1([C@H](C1)CN1N=C2N(C(N(CC2=C1)C1CCN(CC1)C1=C(C=CC=C1C)F)=O)CC1=C(C=CC=C1)C(F)(F)F)F |o1:2|